C(C)C=1C=C2C(=NC=NC2=CC1C1=CC=CC=C1)N1CCN(CC1)C(C=C)=O 1-(4-(6-ethyl-7-phenylquinazolin-4-yl)piperazin-1-yl)prop-2-en-1-one